6-bromohexyl 4,4-bis(((Z)-non-3-en-1-yl)oxy)butanoate C(C\C=C/CCCCC)OC(CCC(=O)OCCCCCCBr)OCC\C=C/CCCCC